CC(C(C)C)OC(=O)CC(=O)OC(CCO)O 2-(2-isopentoxycarbonyl)acetoxy-1,3-propanediol